C(CC)(=O)O[C@@H]1[C@H](OC(CC)=O)[C@@H](OC(CC)=O)[C@H](OC(CC)=O)[C@H](O1)COC(CC)=O alpha-glucose pentapropionate